(5-diethoxyphosphoryl-2-furyl)boronic acid C(C)OP(=O)(OCC)C1=CC=C(O1)B(O)O